C[C@@]1(NCCC1)C(=O)O D-α-methylproline